ClC=1C=C2C=CN=C(C2=C(C1)C)N(C(C1=C(C=C(C=C1)NC1=NC=CC=N1)F)=O)[C@H]1CNCCC1 N-(6-chloro-8-methyl-1-isoquinolyl)-2-fluoro-N-[(3R)-3-piperidyl]-4-(pyrimidin-2-ylamino)benzamide